N1(CCCC1)CC=1C=C(C(=O)N)C=CC1 3-(pyrrolidin-1-ylmethyl)benzamide